C1COCCN1[C@H]2[C@@H]([C@@H](CC2=O)OCC3=CC=C(C=C3)C4=CC=CC=C4)CC/C=C\\CCC(=O)O The molecule is a (4Z)-7-{5-[([1,1'-biphenyl]-4-yl)methoxy]-2-(morpholin-4-yl)-3-oxocyclopentyl}hept-4-enoic acid in which the stereocentres at positions 1, 2 and 5 have S-, S- and R-configuration respectively. It is a conjugate acid of a (1S,2S,5R)-AH23848(1-). It is an enantiomer of a (1R,2R,5S)-AH23848.